tert-butyl 4-[2-[4-[6-[[6-(difluoromethyl)-2-pyridyl]carbamoyl]-7-isopropoxy-imidazo[1,2-a]pyridin-2-yl]-1-piperidyl]-1-fluoro-ethylidene]piperidine-1-carboxylate FC(C1=CC=CC(=N1)NC(=O)C=1C(=CC=2N(C1)C=C(N2)C2CCN(CC2)CC(F)=C2CCN(CC2)C(=O)OC(C)(C)C)OC(C)C)F